6-bromo-4-hydroxy-4-(hydroxymethyl)-2,3-dimethyl-3,4-dihydroisoquinolin-1(2H)-one BrC=1C=C2C(C(N(C(C2=CC1)=O)C)C)(CO)O